N-[2-[[2-(1-adamantyl)acetyl]amino]-5-[(2-phenylacetyl)amino]-4-pyridinyl]carbamic acid tert-butyl ester C(C)(C)(C)OC(NC1=CC(=NC=C1NC(CC1=CC=CC=C1)=O)NC(CC12CC3CC(CC(C1)C3)C2)=O)=O